N-(4-((2,6-dioxopiperidin-3-yl)amino)phenyl)-4-(piperidin-1-ylmethyl)benzamide O=C1NC(CCC1NC1=CC=C(C=C1)NC(C1=CC=C(C=C1)CN1CCCCC1)=O)=O